(1R,3S,4R)-3-[(tert-Butoxycarbonyl)amino]-4-methoxycyclopentane-1-carboxylic acid methyl ester COC(=O)[C@@H]1C[C@@H]([C@@H](C1)OC)NC(=O)OC(C)(C)C